N,N-bis[3-(2-ethylbutoxy)-2-hydroxypropyl]-p-aminophenol C(C)C(COCC(CN(C1=CC=C(C=C1)O)CC(COCC(CC)CC)O)O)CC